ClC1=CC2=C(C(NC3=C(S2)C=CC(=C3)C(=O)O)=O)C=C1 3-chloro-11-oxo-10,11-dihydrodibenzo[b,f][1,4]thiazepine-8-carboxylic acid